CC1N(CCCC1)C(=O)[O-] 2-methyl-piperidine-1-carboxylate